N-(2-aminoethyl)-N,N-dimethyl-2,3-bis(tetradecyloxy)-1-propylammonium bromide [Br-].NCC[N+](C)(C)CC(COCCCCCCCCCCCCCC)OCCCCCCCCCCCCCC